5-(2-((1-((dimethylamino)methyl)cyclopropyl)methoxy)-7-(8-ethyl-7-fluoro-3-hydroxynaphthalen-1-yl)-8-fluoroquinazolin-4-yl)tetrahydropyrrolo[3,4-c]pyrrole-1,3(2H,3aH)-dione CN(C)CC1(CC1)COC1=NC2=C(C(=CC=C2C(=N1)N1CC2C(C1)C(NC2=O)=O)C2=CC(=CC1=CC=C(C(=C21)CC)F)O)F